4-(4-methylpiperazin-1-yl)butanamide phenanthrenyl-methacrylate C1(=CC=CC=2C3=CC=CC=C3C=CC12)OC(C(=C)C)=O.CN1CCN(CC1)CCCC(=O)N